BrC1=CC(=CC=2N(C(=NC21)CN2CCC(CC2)C2=NC(=CC=C2)OCC2=C(C=C(C=C2)C#N)F)CCOC)C(=O)OC Methyl 4-bromo-2-((4-(6-((4-cyano-2-fluorobenzyl)oxy)pyridin-2-yl)piperidin-1-yl)methyl)-1-(2-methoxyethyl)-1H-benzo[d]imidazole-6-carboxylate